(3S)-3-({N-[(4-methoxy-1H-indol-2-yl) carbonyl]-L-leucyl}amino)-2-oxo-4-[(3S)-2-oxopyrrolidin-3-yl]butyl 3,5-dimethylpyridine-4-carboxylate CC=1C=NC=C(C1C(=O)OCC([C@H](C[C@H]1C(NCC1)=O)NC([C@@H](NC(=O)C=1NC2=CC=CC(=C2C1)OC)CC(C)C)=O)=O)C